ClC(C1=NC(=NO1)C1=CC=C(C=C1)P(OCC)(=O)NC1=CC=CC=C1)(F)F ethyl P-(4-(5-(chlorodifluoromethyl)-1,2,4-oxadiazol-3-yl)phenyl)-N-phenylphosphonamidate